FC=1C(=NC(=NC1)N1CCN(CC1)C(=O)C1=CC=C(C=C1)C1=NC2=C(N1)C=CC=C2C(=O)N)N2CCOCC2 2-(4-(4-(5-fluoro-4-morpholinopyrimidin-2-yl)piperazine-1-carbonyl)phenyl)-1H-benzo[d]imidazole-4-carboxamide